benzoic acid (2R,4S)-4-(benzyloxy)-4-((R)-2,2-dimethyl-1,3-dioxolane-4-yl)-3,3-difluoro-2-hydroxybutyl ester C(C1=CC=CC=C1)O[C@H](C([C@@H](COC(C1=CC=CC=C1)=O)O)(F)F)[C@@H]1OC(OC1)(C)C